tert-butyl 3-(4-(azidomethyl)benzyl)-2-oxo-2,3-dihydro-1H-benzo[d]imidazole-1-carboxylate N(=[N+]=[N-])CC1=CC=C(CN2C(N(C3=C2C=CC=C3)C(=O)OC(C)(C)C)=O)C=C1